ClC1=C(C=C(OCC(=O)NC23CC(C2)(C3)NC(COC3=CC(=C(C=C3)Cl)[N+](=O)[O-])=O)C=C1)F 2-(4-chloro-3-fluorophenoxy)-N-(3-(2-(4-chloro-3-nitrophenoxy)-acetylamino)bicyclo[1.1.1]pentan-1-yl)acetamide